9-(1-((6-chloro-2-(1-methyl-1H-pyrazol-4-yl)pyridin-3-yl)amino)ethyl)-4,7-dimethyl-3-(1-methylpiperidin-4-yl)imidazo[1,5-a]quinazolin-5(4H)-one ClC1=CC=C(C(=N1)C=1C=NN(C1)C)NC(C)C=1C=C(C=C2C(N(C=3N(C12)C=NC3C3CCN(CC3)C)C)=O)C